tert-butyl (R)-(1-(4-cyclopropyl-5-(4,4,5,5-tetramethyl-1,3,2-dioxaborolan-2-yl)oxazol-2-yl)ethyl)(ethyl)carbamate C1(CC1)C=1N=C(OC1B1OC(C(O1)(C)C)(C)C)[C@@H](C)N(C(OC(C)(C)C)=O)CC